C(C1=CC(=C(C(=C1)C)C1(CCCCC1)C(=O)N)C)C1=CC(=C(C(=C1)C)C1(CCCCC1)C(=O)N)C [methylenebis(2,6-dimethyl-4,1-phenylene)]bis[cyclohexanecarboxamide]